5-Chloro-N2-phenyl-N4-(3-(trifluoromethoxy)phenyl)pyrimidine-2,4-diamine ClC=1C(=NC(=NC1)NC1=CC=CC=C1)NC1=CC(=CC=C1)OC(F)(F)F